ClC=1C2=C(N=CN1)N(C=C2)[C@@H]2[C@@H]1[C@]([C@@H]3[C@H]2OC(O3)(C)C)(C1)CCC1=CC=C3C=CC(=NC3=C1)NC 7-(2-((3aR,3bR,4aS,5R,5aS)-5-(4-chloro-7H-pyrrolo[2,3-d]pyrimidin-7-yl)-2,2-dimethylhexahydrocyclopropa[3,4]cyclopenta[1,2-d][1,3]dioxol-3b-yl)ethyl)-N-methylquinolin-2-amine